C(C)(C)(C)C1=CC(=C(C=C1)C1=CC(C(=C(N1)C)C=1C(=NC=CC1)C#N)=O)C 3-[6-(4-tert-butyl-2-methyl-phenyl)-2-methyl-4-oxo-1H-pyridin-3-yl]pyridine-2-carbonitrile